[SeH]O[SeH] diselenylether